(2S)-2-({3-chloro-5-[2-(2,4-diamino-6-oxo-1,6-dihydropyrimidin-5-yl)acetamido]pyridin-2-yl}formamido)pentanedioic acid ClC=1C(=NC=C(C1)NC(CC1=C(N=C(NC1=O)N)N)=O)C(=O)N[C@H](C(=O)O)CCC(=O)O